ClC1=CC=C(C=C1)C1=C(CCC(C1)(C)C)C(=O)N1CCNCC1 (4'-chloro-5,5-dimethyl-3,4,5,6-tetrahydro-[1,1'-biphenyl]-2-yl)(piperazin-1-yl)methanone